N1(CCOCC1)C1=CC=C(C=C1)C1=C2C=NC(=NC2=CC=C1)NC1=CC(=CC=C1)N1CCN(CC1)C 5-(4-morpholinylphenyl)-N-(3-(4-methylpiperazin-1-yl)phenyl)quinazolin-2-amine